(S)-3-(3,5-difluorophenyl)-3-(3-fluoro-3-(4-(5,6,7,8-tetrahydro-1,8-naphthyridin-2-yl)butyl)azetidin-1-yl)propionic acid FC=1C=C(C=C(C1)F)[C@H](CC(=O)O)N1CC(C1)(CCCCC1=NC=2NCCCC2C=C1)F